2-[4-(acetamidomethyl)phenyl]-N-methyl-1-(2-oxo-3,4-dihydro-1H-quinolin-6-yl)benzimidazole-5-carboxamide C(C)(=O)NCC1=CC=C(C=C1)C1=NC2=C(N1C=1C=C3CCC(NC3=CC1)=O)C=CC(=C2)C(=O)NC